4,5-dimethylbenzene-1,3-diamine CC1=C(C=C(C=C1C)N)N